iron citrate diphosphate ammonium [NH4+].[O-]P([O-])(=O)OP(=O)([O-])[O-].C(CC(O)(C(=O)[O-])CC(=O)[O-])(=O)[O-].[Fe+6]